CC1=NN(C(=C1)C)C=1C=C(C=CC1)[C@@H](CN1CC2(CN(C2)C(=O)OC(C)(C)C)CC1)CC(=C=O)OC tert-butyl (S)-6-(2-(3-(3,5-dimethyl-1H-pyrazol-1-yl)phenyl)-4-methoxy-4-carbonylbutyl)-2,6-diazaspiro[3.4]octane-2-carboxylate